(3R)-3-amino-5-[(4-chlorophenyl)methyl]-8-fluoro-1,1-dioxo-7-[5-[(1R,5S)-8-azabicyclo[3.2.1]octane-8-carbonyl]-1,3,4-oxadiazol-2-yl]-2,3-dihydro-1λ6,5-benzothiazepin-4-one N[C@H]1CS(C2=C(N(C1=O)CC1=CC=C(C=C1)Cl)C=C(C(=C2)F)C=2OC(=NN2)C(=O)N2[C@@H]1CCC[C@H]2CC1)(=O)=O